[F-].C(CCCCCCCC)[N+]1=CC=C(C=C1)CC 1-Nonyl-4-ethylpyridinium fluorid